C1C[C@H](N2C[C@@H]1N(C2=O)OCC3=CC=CC=C3)C(=O)O (1R,2S,5R)-6-(benzyloxy)-7-oxo-1,6-diazabicyclo[3.2.1]octane-2-carboxylic acid